COC1=CC=C(C=C1)C=1C=CC=2N(N1)C=C(N2)CC(=O)OCC ethyl 2-(6-(4-methoxyphenyl)imidazo[1,2-b]pyridazin-2-yl)acetate